tert-butyl (R)-3,3-difluoro-4-((4-methyl-3-(((R)-1-(4-((1-(piperidin-4-ylmethyl)piperidin-4-yl)ethynyl)-3-(thiophen-2-yl)phenyl)ethyl)carbamoyl)phenyl)amino)pyrrolidine-1-carboxylate FC1(CN(C[C@H]1NC1=CC(=C(C=C1)C)C(N[C@H](C)C1=CC(=C(C=C1)C#CC1CCN(CC1)CC1CCNCC1)C=1SC=CC1)=O)C(=O)OC(C)(C)C)F